Zirconium oxide dysprosium [Dy+3].[O-2].[Zr+4]